3-nitro-6-(3-pyridyl)pyridin-2-amine [N+](=O)([O-])C=1C(=NC(=CC1)C=1C=NC=CC1)N